CC(C#CC=1C=2N(N=C(C1)C=1C(NC(NC1)=O)=O)C=CN2)(C)C 5-(8-(3,3-dimethylbut-1-yn-1-yl)imidazo[1,2-b]pyridazin-6-yl)pyrimidine-2,4(1H,3H)-dione